FC1=C(C=CC(=C1)F)CCC(=O)O 3-(2,4-difluorophenyl)propionic acid